FC(C=1C=C(C=C(C1)C(F)(F)F)C1=CC=CC2=CC3=CC=CC=C3C(=C12)C=1C2=CC=CC=C2C=C2C=CC=CC12)(F)F (3,5-BIS(trifluoromethyl)phenyl)-9,9'-bianthracene